(2S,4r)-1-[(2S)-2-(4-cyclopropyltriazol-1-yl)-3,3-dimethyl-butyryl]-N-[2-[5-(diethylaminosulfonyl)-2-thienyl]ethyl]-4-hydroxy-pyrrolidine-2-carboxamide C1(CC1)C=1N=NN(C1)[C@H](C(=O)N1[C@@H](C[C@H](C1)O)C(=O)NCCC=1SC(=CC1)S(=O)(=O)N(CC)CC)C(C)(C)C